silicon-boron-zinc lead [Pb].[Zn].[B].[Si]